(2S)-2-[4-bromo-5-fluoro-2-(4-butoxy-4,5-dihydroisoxazol-3-yl)phenoxy]propionic acid tert-butyl ester C(C)(C)(C)OC([C@H](C)OC1=C(C=C(C(=C1)F)Br)C1=NOCC1OCCCC)=O